S1C2=C(C(=C1)C1=C(C=3N=C(N=C(C3C=N1)N1CCOCCC1)OC[C@]13CCCN3C[C@@H](C1)F)F)C=CC=C2 4-(7-(benzo[b]thiophen-3-yl)-8-fluoro-2-(((2R,7aS)-2-fluorotetrahydro-1H-pyrrolizin-7a(5H)-yl)methoxy)pyrido[4,3-d]pyrimidin-4-yl)-1,4-oxazepane